4-chloro-6-fluoro-N-[2-(2-fluorophenyl)-4-({[2-(trifluoromethyl)phenyl]methyl}carbamoyl)-1,3-thiazol-5-yl]-5-methoxypyridine-2-carboxamide ClC1=CC(=NC(=C1OC)F)C(=O)NC1=C(N=C(S1)C1=C(C=CC=C1)F)C(NCC1=C(C=CC=C1)C(F)(F)F)=O